C(C1=CC=CC=C1)OC1=CC=C2C(=C(C(=NC2=C1)Cl)C(C)C)C1=CC(=C(C=C1)F)C 7-benzyloxy-2-chloro-4-(4-fluoro-3-methyl-phenyl)-3-isopropyl-quinoline